C(C)(C)(C)OC(=O)C1=CC=NC2=CC=C(C=C12)N1CCOCCC1 6-(1,4-Oxazepan-4-yl)quinoline-4-carboxylic acid tert-butyl ester